C(C1=CC=CC=C1)(=O)OCC1C[C@H](N([C@H](C1)C)C(=O)Cl)C ((2R,4r,6S)-1-(chlorocarbonyl)-2,6-dimethylpiperidin-4-yl)methyl benzoate